(R)-4-(((R)-1-(3-(1,1-difluoro-2-hydroxy-2-methylpropyl)-2-fluorophenyl)ethyl)amino)-6-hydroxy-2,6,8-trimethyl-6,8-dihydro-7H-pyrrolo[3,2-g]quinazolin-7-one FC(C(C)(C)O)(F)C=1C(=C(C=CC1)[C@@H](C)NC1=NC(=NC2=CC3=C(C=C12)[C@@](C(N3C)=O)(C)O)C)F